oxo-1H-pyridine-3-carbaldehyde O=C1NC=CC=C1C=O